FC=1C(=NC=C(C1)C(F)(F)F)N1CCN(CC1)C(=O)C1=C(C=CC(=C1)S(=O)(=O)C)O[C@H](C(F)(F)F)C [4-[3-fluoro-5-(trifluoromethyl)-2-pyridinyl]-1-piperazinyl][5-(methylsulfonyl)-2-[(1S)-2,2,2-trifluoro-1-methylethoxy]phenyl]methanone